(2R,3R,4S,5R)-5-(6-butoxy-2-chloro-9H-purin-9-yl)-2-(((tert-butyldiphenylsilyl)oxy)-methyl)-4-fluorotetrahydro-furan-3-yl tert-butyl carbonate C(O[C@@H]1[C@H](O[C@H]([C@H]1F)N1C2=NC(=NC(=C2N=C1)OCCCC)Cl)CO[Si](C1=CC=CC=C1)(C1=CC=CC=C1)C(C)(C)C)(OC(C)(C)C)=O